CC1NC(CC(C1)=O)C=1C=NN(C1)CCS(=O)(=O)C 2-methyl-6-(1-(2-(methylsulfonyl)ethyl)-1H-pyrazol-4-yl)piperidin-4-one